O1C(CCCC1)OCC=1C=C(C=CC1)C1(COC1)CN (3-(3-(((tetrahydro-2H-pyran-2-yl)oxy)methyl)phenyl)oxetan-3-yl)methanamine